FC(C1=NN2C(N=C(C=C2NC[C@H](C2=CC=C(C=C2)F)N2CC3(CN(C3)C(=O)NCC(F)(F)F)C2)C(F)(F)F)=C1)(F)F (S)-6-(2-((2,5-Bis(trifluoromethyl)pyrazolo[1,5-a]pyrimidin-7-yl)amino)-1-(4-fluorophenyl)ethyl)-N-(2,2,2-trifluoroethyl)-2,6-diazaspiro[3.3]heptane-2-carboxamide